P(=O)(OC1=NC(=NC2=CC=CC=C12)N1C2=NC=NC(=C2N=C1)N)(O)O 2-(6-Amino-9H-purin-9-yl)quinazolin-4-yl dihydrogen phosphate